FC1=C(CNC(=O)C=2OC=C(N2)C2=NC(=NC=C2C)NC2=CC=NN2C)C=CC(=C1)F N-(2,4-difluorobenzyl)-4-(5-methyl-2-((1-methyl-1H-pyrazol-5-yl)amino)pyrimidin-4-yl)oxazole-2-carboxamide